(5-Methyl-1,2-oxazol-3-yl)methyl-5-[4-(difluoromethoxy)benzenesulfonyl]-1H,2H,3H,4H,5H,6H-pyrrolo[3,4-c]pyrrole-2-carboxamide CC1=CC(=NO1)CC1N(CC2=C1CN(C2)S(=O)(=O)C2=CC=C(C=C2)OC(F)F)C(=O)N